2-(7-(((R)-1-((1S,2S)-2-hydroxycyclobutyl)piperidin-3-yl)amino)pyrazolo[1,5-d][1,2,4]triazin-4-yl)-5-(trifluoromethyl)phenol O[C@@H]1[C@H](CC1)N1C[C@@H](CCC1)NC1=NN=C(C=2N1N=CC2)C2=C(C=C(C=C2)C(F)(F)F)O